C(=O)O.NC1=NC=CC2=CC(=CC=C12)C=1C(=CC(=C(C1)B(O)O)OC)N1N=CC=C1 [5-(1-amino-6-isoquinolinyl)-2-methoxy-4-pyrazol-1-yl-phenyl]boronic acid formate salt